3-bromo-2-((3-methoxy-2,6-dimethylphenyl)amino)-5,6-dimethylisonicotinic acid methyl ester COC(C1=C(C(=NC(=C1C)C)NC1=C(C(=CC=C1C)OC)C)Br)=O